trans-benzyl 3-azido-4-(2-methoxyethoxy)pyrrolidine-1-carboxylate N(=[N+]=[N-])[C@@H]1CN(C[C@H]1OCCOC)C(=O)OCC1=CC=CC=C1